ClC=1C=C(C=CC1F)NC1=NC=NC2=CC(=C(C=C12)OCCN1CC(OC(C1)=O)(C)C)OC 4-[(3-chloro-4-fluoro-phenyl)amino]-6-[2-(2,2-dimethyl-6-oxo-morpholin-4-yl)-ethoxy]-7-methoxy-quinazoline